(1R,3S)-3-(3-{[(6-methoxypyridin-2-yl)acetyl]amino}-1H-pyrazol-5-yl)cyclopentyl(1-methylcyclopropyl)carbamate COC1=CC=CC(=N1)CC(=O)NC1=NNC(=C1)[C@@H]1C[C@@H](CC1)N(C([O-])=O)C1(CC1)C